C(C1=CC=CC=C1)N1N=NC(=C1)CN(CC=1N=NN(C1)CC1=CC=CC=C1)CC=1N=NN(C1)CC1=CC=CC=C1 tris-[(1-benzyl-1H-1,2,3-triazol-4-yl)methyl]amine